2-(benzimidazol-1-yl)ethylamine N1(C=NC2=C1C=CC=C2)CCN